C1(=CC=CC=C1)C=1C(=NC2=C3C(C=CC12)=NC=1C=CC=CC13)C1=CC=CC=3SC2=C(C31)C=CC=C2 (Phenyl)(dibenzothiophenyl)indoloindole